1-isopropyl-3-(2,5-difluorophenyl)-5-methyl-pyrazol-4-ol C(C)(C)N1N=C(C(=C1C)O)C1=C(C=CC(=C1)F)F